BrC=1C=NC(=NC1)C1CN(C1)[C@@H]1[C@@H](CCCC1)OC=1C=C2CN(C(C2=CC1)=O)N1C(CCCC1=O)=O (5-(((cis)-2-(3-(5-bromopyrimidin-2-yl)azetidin-1-yl)cyclohexyl)oxy)-1-oxoisoindolin-2-yl)piperidine-2,6-dione